(S)-2-((4-(6-fluoropyridin-2-yl)6-oxopyridazin-1(6H)-yl)methyl)-1-(oxetan-2-ylmethyl)-1H-thieno[2,3-d]imidazole-5-carboxylic acid methyl ester COC(=O)C1=CC2=C(N=C(N2C[C@H]2OCC2)CN2N=CC(=CC2=O)C2=NC(=CC=C2)F)S1